ClC1=C(C(=CC(=C1)F)Cl)C1=CC=NC2=CC(=CC=C12)O[C@@H](C(=O)N1C[C@@](CCC1)(C(=O)O)C)C (3R)-1-[(2R)-2-[[4-(2,6-dichloro-4-fluoro-phenyl)-7-quinolyl]oxy]propanoyl]-3-methyl-piperidine-3-carboxylic acid